7-chloro-3-methoxy-5-methyl-4-vinylthieno[2,3-c]pyridine ClC=1N=C(C(=C2C1SC=C2OC)C=C)C